OC1=NC=CC2=C(C=CC=C12)N1C(C(=CC2=CC=C(C=C12)OC(F)(F)F)C(=O)[O-])=O 1-(1-hydroxyisoquinolin-5-yl)-2-oxo-7-(trifluoromethoxy)-1,2-dihydroquinoline-3-carboxylate